CNC(=O)[C@H]1CN(CCO1)C(=O)OC(C)(C)C tert-butyl (R)-2-(methylcarbamoyl)morpholine-4-carboxylate